CC1=CC(=CNC1=O)C=1C(=CN(C(C1)=O)C)C=1C=NN(C1)C1=C(C#N)C=CC=C1 2-[4-(5,1'-Dimethyl-6,6'-dioxo-1,6,1',6'-tetrahydro-[3,4']bipyridinyl-3'-yl)-pyrazol-1-yl]-benzonitrile